N,N-diethylaminopropyl-urea C(C)NN(C(=O)NCCC)NCC